FC(=O)F difluoromethaneOne